The molecule is an anionic phospholipid that is the conjugate base of phosphomycoketide C32 obtained by deprotonation of the phosphate OH groups; major species at pH 7.3. It is a conjugate base of a phosphomycoketide C32. CCCCCCC[C@H](C)CCC[C@H](C)CCC[C@H](C)CCC[C@H](C)CCC[C@H](C)CCCOP(=O)([O-])[O-]